S(=O)(=O)([O-])[O-].[Sn+4].S(=O)(=O)([O-])[O-] tin sulfate salt